CC=1C=C(C=CC1C)N1N=C(C=2C=NC=3C=CC=CC3C21)C=2C=CC(=C(C2)O)OC 5-[1-(3,4-dimethylphenyl)-1H-pyrazolo[4,3-c]quinolin-3-yl]-2-methoxyphenol